ClC1=C(C=NC=C1)S(=O)(=O)NC1=NC(=C(C=C1)\C=C\C=1C=NC(=NC1)NC1CCC(CC1)N(C)C)CC 4-chloro-N-(5-((E)-2-(2-(((1r,4r)-4-(dimethylamino)cyclohexyl)amino)pyrimidin-5-yl)vinyl)-6-ethylpyridin-2-yl)pyridine-3-sulfonamide